N-{2-[2-amino-3-fluoro-4-(tetrahydropyran-4-yl)anilino]-1-cyclooctyl-2-oxoethyl}-3-methylisoxazole-4-carboxamide NC1=C(NC(C(C2CCCCCCC2)NC(=O)C=2C(=NOC2)C)=O)C=CC(=C1F)C1CCOCC1